FC1=CC(=C(C=C1)B(O)O)C(=O)OC 4-FLUORO-2-METHOXYCARBONYLPHENYLBORONIC ACID